C1(=CC=CC=C1)P(C=1SC=CC1)C1=CC=CC=C1 2-(diphenylphosphino)thiophene